COC=1C=C(C=C(C1)[C@@H](C)NC(C1=C(C=CC(=C1)C1CCN(CC1)C)C)=O)C=1C=C(SC1)C(=O)NC 4-[3-methoxy-5-[(1R)-1-[[2-methyl-5-(1-methyl-4-piperidinyl)benzoyl]amino]ethyl]phenyl]-N-methyl-thiophene-2-carboxamide